tert-butyl 7-(2-(4-((3R,5R)-5-((6-bromo-5-oxo-5H-thiazolo[3,2-a]pyrimidin-7-yl) amino)-1-methylpiperidin-3-yl) phenoxy) ethyl)-2,7-diazaspiro[3.5]nonane-2-carboxylate BrC1=C(N=C2N(C1=O)C=CS2)N[C@@H]2C[C@@H](CN(C2)C)C2=CC=C(OCCN1CCC3(CN(C3)C(=O)OC(C)(C)C)CC1)C=C2